C(CCC)(=O)NCC(=O)O (BUTYRYLAMINO)ACETIC ACID